BrC=1N=C(OC1C1=CC=CC=C1)C1=CC=CC2=CC=CC=C12 4-bromo-2-(1-naphthyl)-5-phenyloxazole